4-(1-(4-(chloromethyl)phenyl)cyclopropyl)morpholine Di-tert-butyl-(3R,4R)-2,3,4,7-tetrahydrooxepine-3,4-diylbis-rac-carbamate C(C)(C)(C)N(C(O)=O)[C@H]1COCC=C[C@H]1N(C(O)=O)C(C)(C)C.ClCC1=CC=C(C=C1)C1(CC1)N1CCOCC1